SC(CCC(=O)O)(C)C 4-mercapto-4-methyl-valeric acid